1-heptyl 21-(2-pentylheptyl) 11-(2-(diethylamino)ethyl)-6,16-dioctyl-7,15-dioxo-8,14-dioxa-6,11,16-triazahenicosanedioate C(C)N(CCN(CCOC(N(CCCCC(=O)OCCCCCCC)CCCCCCCC)=O)CCOC(N(CCCCC(=O)OCC(CCCCC)CCCCC)CCCCCCCC)=O)CC